C(C)OC(=O)C1(CCN(CC1)CC1=CC=CC=C1)C=1C=CC(=NC1)C=1C(=NC=CC1)OCC 1-benzyl-4-{2'-ethoxy-[2,3'-bipyridine]-5-yl}piperidine-4-carboxylic acid ethyl ester